anti-homocitrullin N[C@@H](CCCCNC(=O)N)C(=O)O